C(C)(=O)C1=C(C=C(C=C1)Cl)C1=CC(N(C=C1OC)C(C(=O)NC=1C=C2C=CN=CC2=CC1)CC1=CC=CC=C1)=O 2-(4-(2-acetyl-5-chlorophenyl)-5-methoxy-2-oxopyridin-1(2H)-yl)-N-(isoquinolin-6-yl)-3-phenylpropanamide